OC1=C(C=C(C=C1CNC(C(=C)C)=O)C(C)(C)CC(C)(C)C)N1NC2=C(N1C1=CC=CC=C1CC1=C(C(=O)N)C=C(C(=C1)F)OC)C=CC=C2 2-(2-hydroxy-3-methacryloylaminomethyl-5-tert-octylphenyl)benzotriazoleNbenzyl-4-fluoro-5-methoxybenzamide